ClC1=NC=C(C(=N1)C1=CCCNC1)F 2-chloro-5-fluoro-4-(1,2,3,6-tetrahydropyridin-5-yl)pyrimidine